C(C(C)C)C=1C=C(C(C(=O)O)=CC1)C(=O)O.C(C=1C(C(=O)O)=CC=CC1)(=O)OCC(C)C Monoisobutyl phthalate (d)-4-mono-isobutyl-phthalate